N-(4-(7-((3-(difluoromethyl)bicyclo[1.1.1]pentan-1-yl)oxy)-1,3,4,5-tetrahydro-2H-Benzo[c]azepine-2-yl)-2,6-dimethylphenyl)-3,3-dimethylbutanamide FC(C12CC(C1)(C2)OC2=CC1=C(CN(CCC1)C1=CC(=C(C(=C1)C)NC(CC(C)(C)C)=O)C)C=C2)F